3-fluoro-N-methylazetidine-3-carboxamide FC1(CNC1)C(=O)NC